N[C@H](C(=O)O)CNC(=O)OCCCCCCCCCCCCCCCC (S)-2-amino-3-(((hexadecyloxy)carbonyl)amino)propanoic acid